2-((2S,5R)-5-aminotetrahydro-2H-pyran-2-yl)propan-2-ol N[C@@H]1CC[C@H](OC1)C(C)(C)O